ClC=1C=CC2=C(C(CC(O2)C(=O)NC23CC(C2)(C3)NC(COC3=CC(=C(C=C3)Cl)F)=O)(O)CC)C1 6-chloro-N-{3-[2-(4-chloro-3-fluorophenoxy)acetamido]bicyclo[1.1.1]pent-1-yl}-4-ethyl-4-hydroxy-3,4-dihydro-2H-1-benzopyran-2-carboxamide